5-chloro-2-(1H-tetrazol-1-yl)benzyl (4-((6-cyclopropylimidazo[1,2-a]pyridin-2-yl)methoxy)pyridin-2-yl)carbamate C1(CC1)C=1C=CC=2N(C1)C=C(N2)COC2=CC(=NC=C2)NC(OCC2=C(C=CC(=C2)Cl)N2N=NN=C2)=O